N-(3-(5-(2-Chlorophenyl)-1H-pyrazolo[3,4-b]pyridin-3-carbonyl)-2,6-difluorophenyl)propan-1-sulfonamid ClC1=C(C=CC=C1)C=1C=C2C(=NC1)NN=C2C(=O)C=2C(=C(C(=CC2)F)NS(=O)(=O)CCC)F